FC1=CC=C(CN2C=CC3=CC(=CC=C23)C2=CC=CC(=N2)C(=O)N)C=C1 6-(1-(4-fluorobenzyl)-1H-indol-5-yl)picolinamide